1-(Dimethylcarbamoyl)piperidine-4-carboxylic acid [(2R)-3-(1-ethyl-8-oxo-spiro[6,7-dihydro-4H-pyrazolo[3,4-c]azepin-5,4'-tetrahydropyran]-3-yl)-2-methyl-propyl] ester C(C)N1N=C(C2=C1C(NCC1(CCOCC1)C2)=O)C[C@H](COC(=O)C2CCN(CC2)C(N(C)C)=O)C